O=C1NC(CCC1C=1C=CC2=C(N=C(O2)CN2CCN(CC2)C(=O)OC(C)(C)C)C1)=O tert-butyl 4-((5-(2,6-dioxopiperidin-3-yl)benzo[d]oxazol-2-yl)methyl)piperazine-1-carboxylate